N-(1-(piperidin-4-yl)-1H-pyrazol-4-yl)pyrimidin-2-amine N1CCC(CC1)N1N=CC(=C1)NC1=NC=CC=N1